N[C@@H](C(C)C)C(=O)NC(CCS(=O)(=O)O)([2H])[2H] 3-((L-valyl)amino)-3,3-dideutero-1-propanesulfonic acid